tert-butyl (5-bromonaphthalen-2-yl)carbamate BrC1=C2C=CC(=CC2=CC=C1)NC(OC(C)(C)C)=O